(1-(2-aminooxazolo[4,5-c]pyridin-7-yl)-5,5-difluoropiperidin-3-yl)((S)-6,8-dichloro-1-methyl-3,4-dihydroisoquinolin-2(1H)-yl)methanone NC=1OC2=C(C=NC=C2N2CC(CC(C2)(F)F)C(=O)N2[C@H](C3=C(C=C(C=C3CC2)Cl)Cl)C)N1